C(CC1=CC=CC=C1)C=1C(=C(C=CC1)O)CCCCCCCCC phenethyl-nonylphenol